4-chloro-1-(3-ethoxyphenethyl)-1H-pyrrolo[3,2-c]quinoline ClC1=NC=2C=CC=CC2C2=C1C=CN2CCC2=CC(=CC=C2)OCC